(2R,5S)-5-(4-Chlorobenzyl)-N-ethyl-4-(4-(5-methyloxazol-2-yl)cyclohexyl)morpholin-2-carboxamid ClC1=CC=C(C[C@H]2CO[C@H](CN2C2CCC(CC2)C=2OC(=CN2)C)C(=O)NCC)C=C1